NC=1N=NC(=CC1N1C[C@@H](O[C@@H](C1)CF)C1=CC=C(C(=O)O)C=C1)C1=C(C=CC=C1)O 4-((2S,6S)-4-(3-Amino-6-(2-hydroxyphenyl)pyridazin-4-yl)-6-(fluoromethyl)morpholin-2-yl)benzoic acid